9-isopropyl-N-(6-(piperazin-1-yl)pyridazin-3-yl)isoxazolo[5,4-H]quinazolin-2-amine C(C)(C)C1=NOC2=CC=C3C=NC(=NC3=C21)NC=2N=NC(=CC2)N2CCNCC2